3-(2-fluoro-4-(((R)-tetrahydrofuran-3-ylamino)methyl)phenyl)isoxazol FC1=C(C=CC(=C1)CN[C@H]1COCC1)C1=NOC=C1